C1(CC1)C(C#C[Si](C)(C)C)=O 1-cyclopropyl-3-trimethylsilyl-prop-2-yn-1-one